DIMETHYL-AMINE CNC